ClC=1C=C(C=CC1Cl)N1CCN(CC1)CC=1C=C2C(N(C(C2=CC1)=O)N1C(NC(CC1)=O)=O)=O 5-((4-(3,4-dichlorophenyl)piperazin-1-yl)methyl)-2-(2,4-dioxotetrahydropyrimidin-1(2H)-yl)isoindoline-1,3-dione